ClC=1C=C(C=CC1Cl)NC(=O)N1C2CC3=C(C=[N+](C=C3)[O-])C1CC2 (±)-10-((3,4-Dichlorophenyl)carbamoyl)-6,7,8,9-tetrahydro-5H-6,9-epiminocyclohepta[c]pyridine 2-oxide